(3S)-3-(4-chlorophenyl)-3-[(1R)-1-(4-chlorophenyl)-5-(1-cyclobutyl-1-hydroxyethyl)-7-fluoro-1-methoxy-3-oxo-2,3-dihydro-1H-isoindol-2-yl]propionic acid ClC1=CC=C(C=C1)[C@H](CC(=O)O)N1[C@@](C2=C(C=C(C=C2C1=O)C(C)(O)C1CCC1)F)(OC)C1=CC=C(C=C1)Cl